(propane-1,3-diyl-bis((2-hydroxyethyl)azanediyl))-bis(hexane-6,1-diyl)bis(2-octyldecanoate) C(CCN(CCO)CCCCCCC(C(=O)[O-])(CCCCCCCC)CCCCCCCC)N(CCO)CCCCCCC(C(=O)[O-])(CCCCCCCC)CCCCCCCC